(1R,2S)-2-((2-(((R)-6-((4,4-difluorocyclohexyl)amino)hexan-2-yl)oxy)-6-methylpyridin-3-yl)sulfonyl)cyclopentane FC1(CCC(CC1)NCCCC[C@H](C)OC1=NC(=CC=C1S(=O)(=O)C1CCCC1)C)F